2-methyl-5-(3'-methyl-3,4,5,6-tetrahydro-2H-[1,2']bipyridinyl-4-yl)-7-(2-trifluoromethyl-benzyl)-2,4,5,7-tetrahydro-pyrazolo[3,4-d]pyrimidin-6-one CN1N=C2N(C(N(CC2=C1)C1CCN(CC1)C1=NC=CC=C1C)=O)CC1=C(C=CC=C1)C(F)(F)F